C(C)(=O)OC1(CC=CC(=C1)Br)C1=NC=CC=C1 2-(1-acetoxy-5-bromophenyl)pyridine